N-(1-(5-(6-bromo-3-cyanopyrazolo[1,5-a]pyridin-4-yl)pyridin-2-yl)-4-methylpiperidin-4-yl)-3-chloromethyl-pyridineamide BrC=1C=C(C=2N(C1)N=CC2C#N)C=2C=CC(=NC2)N2CCC(CC2)(C)NC(=O)C2=NC=CC=C2CCl